FC=1C(NC(=NC1)C1=NN(C(=C1)C=1OC=CN1)CC1=C(C=CC=C1)F)=O 5-fluoro-2-(1-(2-fluorobenzyl)-5-(oxazol-2-yl)-1H-pyrazol-3-yl)pyrimidin-4(3H)-one